CC1=C(C=CC=C1)N1N=C(C2=C1NC(C[C@@H]2C2=CC=CC=C2)=O)C (R)-1-(2-methylphenyl)-3-methyl-4-phenyl-1,4,5,7-tetrahydro-6H-pyrazolo[3,4-b]pyridin-6-one